ClC1=C(C=C(C=C1)F)/C(=C(/C=1C=C2C=NNC2=CC1)\C1=CC=C(C=C1)/C=C/C(=O)O)/CC (E)-3-(4-((E)-2-(2-chloro-5-fluorophenyl)-1-(1H-indazol-5-yl)but-1-en-1-yl)phenyl)acrylic acid